C(C)(C)(C)OC(=O)N[C@@H](CC(=O)OC(C)(C)C)CN1C(CCC(C1)(F)F)=O tert-butyl (S)-3-((tert-butoxycarbonyl)amino)-4-(5,5-difluoro-2-oxopiperidin-1-yl)butanoate